C(C=1C(C(=O)[O-])=CC=CC1)(=O)OCCOC(C=C)=O 2-acryloyloxyethyl phthalate